ClC1=C(C(=C(C=C1)NC(/C=N/O)=O)F)OC (E)-N-(4-chloro-2-fluoro-3-methoxyphenyl)-2-(hydroxyimino)acetamide